N1C[C@H](CCC1)NC1=NC=C(C(=N1)C1=CNC=2C(NCCC=CC21)=O)C(F)(F)F 3-(2-{[(3S)-piperidin-3-yl]amino}-5-(trifluoromethyl)pyrimidin-4-yl)-1H,6H,7H,8H,9H-pyrrolo[2,3-c]azocin-9-one